O=CCC(=O)O 3-oxopropanoic acid